(R)-N-(1-(2-methyl-3-(trifluoromethyl)phenyl)ethyl)-7-(piperidin-4-yloxy)phthalazin-1-amine CC1=C(C=CC=C1C(F)(F)F)[C@@H](C)NC1=NN=CC2=CC=C(C=C12)OC1CCNCC1